1-(6,7-dihydro-5H-benzo[6,7]cyclohepta[1,2-c]pyridazin-3-yl)-N3-(3-fluoro-4-(4-(pyrrolidinylmethyl)piperidinyl)phenyl)-1H-1,2,4-triazole-3,5-diamine N1=NC(=CC2=C1C1=C(CCC2)C=CC=C1)N1N=C(N=C1N)NC1=CC(=C(C=C1)N1CCC(CC1)CN1CCCC1)F